CN(C)C1=CC2=C(C=C1)C=C3C=CC(=CC3=[N+]2CCCC(=O)O)N(C)C The molecule is the cationic form of 10-(3-carboxypropyl)-3,6-bis(dimethylamino)acridine. It has a role as a fluorochrome. It is a member of aminoacridines, a monocarboxylic acid and an acridinium ion.